octahydro-2,7-naphthyridin-1(2H)-one C1(NCCC2CCNCC12)=O